4-[4-[2-[[4-[[3-[4-(Difluoromethoxy)phenyl]imidazo[1,2-a]pyrazin-8-yl]amino]-2-methylbenzoyl]-methylamino]ethyl]-1-methylpiperidin-1-ium-1-yl]butanoic acid hydrochloride Cl.FC(OC1=CC=C(C=C1)C1=CN=C2N1C=CN=C2NC2=CC(=C(C(=O)N(CCC1CC[N+](CC1)(C)CCCC(=O)O)C)C=C2)C)F